tert-butyl ((1S)-2-((1S,3S,5S)-3-cyano-2-azabicyclo[3.1.0]hexan-2-yl)-1-((1S,3R,5S)-3-hydroxyadamantan-1-yl)-2-oxoethyl)carbamate C(#N)[C@H]1N([C@H]2C[C@H]2C1)C([C@H](C12CC3(C[C@@H](CC(C1)C3)C2)O)NC(OC(C)(C)C)=O)=O